4-[[2-(5-Fluoro-2-pyridinyl)-2-methoxy-ethyl]amino]-6-[5-methyl-1-[1-(oxetan-3-yl)-4-piperidinyl]triazol-4-yl]pyrazolo[1,5-a]pyridine-3-carbonitrile FC=1C=CC(=NC1)C(CNC=1C=2N(C=C(C1)C=1N=NN(C1C)C1CCN(CC1)C1COC1)N=CC2C#N)OC